CN(C)CC=1C=C(C=CC1)C=1C=CC=C2C(=NC=NC12)N[C@H](CN1CCN(CC1)S(=O)(=O)C=1C=C2CCN(C2=CC1)C(C)=O)C 1-[5-({4-[(2S)-2-[(8-{3-[(dimethylamino)methyl]phenyl}quinazolin-4-yl)amino]propyl]piperazin-1-yl}sulfonyl)-2,3-dihydro-1H-indol-1-yl]ethan-1-one